2-(2-((5-(1-aminoisoquinolin-7-yl)-2-(1-(ethanesulfonyl)azetidin-3-yl)-2H-indazol-3-yl)methoxy)phenyl)acetic acid NC1=NC=CC2=CC=C(C=C12)C1=CC2=C(N(N=C2C=C1)C1CN(C1)S(=O)(=O)CC)COC1=C(C=CC=C1)CC(=O)O